ClC1=CC=C(C=C1)C1=N[C@H](C=2N(C3=C1C(=C(S3)C)C)C(=NN2)C)CC(=O)N2CCN(CC2)CC2=C(C=CC=C2)NC2C(NC(CC2)=O)=O 3-((2-((4-(2-((S)-4-(4-chlorophenyl)-2,3,9-trimethyl-6H-thieno[3,2-f][1,2,4]triazolo[4,3-a][1,4]diazepin-6-yl)acetyl)piperazin-1-yl)methyl)phenyl)amino)piperidine-2,6-dione